ClC1=CC=C(C=C1)S(=O)(=O)N(CC=1SC=CC1)CC=1SC=CC1 4-chloro-N,N-bis(2-thienylmethyl)benzenesulfonamide